[O-]P([O-])(=O)OP(=O)([O-])[O-].[Sn+2].[Sn+2] STANNOUS PYROPHOSPHATE